ClC1=CN=C2N1N=C(C=C2[C@@H]2[C@H](C2)CF)C=2C=NC=NC2 5-(3-Chloro-8-((1S,2S)-2-(fluoromethyl)cyclopropyl)imidazo[1,2-b]pyridazin-6-yl)pyrimidine